tert-butyl 4-[3-[4-[3-[[4-[[(7R)-8-cyclopentyl-7-ethyl-5-methyl-6-oxo-7H-pteridin-2-yl]amino]-3-methoxy-benzoyl]amino]propyl]piperazin-1-yl]propoxy]piperidine-1-carboxylate C1(CCCC1)N1[C@@H](C(N(C=2C=NC(=NC12)NC1=C(C=C(C(=O)NCCCN2CCN(CC2)CCCOC2CCN(CC2)C(=O)OC(C)(C)C)C=C1)OC)C)=O)CC